NC1=NC2=CC(=CC=C2C=C1)CN(C(C)=O)C=1C(=NC=CC1)S(=O)(=O)C N-[(2-aminoquinolin-7-yl)methyl]-N-(2-methanesulfonylpyridin-3-yl)acetamide